C1(CCCCC1)CC1=CC2=CC=CC(=C2C=C1)CC1CCCCC1 2,5-dicyclohexylmethylnaphthalene